2-(2H-benzotriazol-2-yl)-4,6-bis(1-methyl-1-phenyl-ethyl)phenol N=1N(N=C2C1C=CC=C2)C2=C(C(=CC(=C2)C(C)(C2=CC=CC=C2)C)C(C)(C)C2=CC=CC=C2)O